CC1(C(C1)CN1CC2(C1)CC(C2)NC(=O)N2[C@@H](CN(C[C@@H]2C)C2=NC=C(C=N2)C(F)(F)F)C)C (2R,6S)-N-{2-[(2,2-dimethylcyclopropyl)methyl]-2-azaspiro[3.3]heptan-6-yl}-2,6-dimethyl-4-[5-(trifluoromethyl)pyrimidin-2-yl]piperazine-1-carboxamide